((1-(2-fluoro-4-(1H-pyrazol-4-yl)phenyl)piperidin-4-yl)methyl)-1,2-thiazine FC1=C(C=CC(=C1)C=1C=NNC1)N1CCC(CC1)CC=1NSC=CC1